(1S,3S,4S)-N-((S)-1-cyano-2-((S)-2-oxopyrrolidin-3-yl)ethyl)-5,5-difluoro-2-((R)-2-hydroxy-2-phenylpropanoyl)-2-azabicyclo[2.2.2]octane-3-carboxamide C(#N)[C@H](C[C@H]1C(NCC1)=O)NC(=O)[C@H]1N([C@@H]2CC([C@H]1CC2)(F)F)C([C@@](C)(C2=CC=CC=C2)O)=O